2-[4-(23,29-Difluoro-6,10,10,12-tetramethyl-13-oxo-25-oxa-3,12,20,31-tetrazapentacyclo[24.3.1.12,5.016,24.017,21]hentriaconta-1(30),2,4,16,18,21,23,26,28-nonaen-6-yl)phenyl]acetic acid FC=1C=C2NC=CC2=C2CCC(N(CC(CCCC(C3=CN=C(C=4C(=CC=C(OC12)C4)F)N3)(C)C3=CC=C(C=C3)CC(=O)O)(C)C)C)=O